C1(CC1)COC1=CC=CC(=N1)C1=CC(=C(C(=C1)F)N1CC(CC1)CC(=O)O)F {1-[4-(6-cyclopropylmethoxy-pyridin-2-yl)-2,6-difluoro-phenyl]-pyrrolidin-3-yl}-acetic acid